(4-((1H-1,2,4-triazol-1-yl)sulfonyl)phenyl)(4-phenylpiperidin-1-yl)methanone N1(N=CN=C1)S(=O)(=O)C1=CC=C(C=C1)C(=O)N1CCC(CC1)C1=CC=CC=C1